(2S,2'S)-4,4'-((ethane-1,2-diylbis(oxy))bis(4-chloro-6-methoxybenzo[b]thiophene-5,2-diyl))bis(2-methyl-4-oxobutanoic acid) C(COC1=C(C2=C(SC(=C2)C(C[C@@H](C(=O)O)C)=O)C=C1OC)Cl)OC1=C(C2=C(SC(=C2)C(C[C@@H](C(=O)O)C)=O)C=C1OC)Cl